3-chloro-N-[1-[3-[5-(2,2-difluoroethoxy)pyrimidin-2-yl]pyrazin-2-yl]ethyl]-5-(trifluoromethyl)benzamide ClC=1C=C(C(=O)NC(C)C2=NC=CN=C2C2=NC=C(C=N2)OCC(F)F)C=C(C1)C(F)(F)F